(R)-7-((5-(2-((dimethyl-amino)methyl)morpholino)pyridin-2-yl)amino)-4-(8-fluoro-7-methylimidazo[1,2-a]pyridin-3-yl)isoindolin-1-one CN(C)C[C@H]1OCCN(C1)C=1C=CC(=NC1)NC=1C=CC(=C2CNC(C12)=O)C1=CN=C2N1C=CC(=C2F)C